C(C=C)C1=CC(=C(C=C1)OC=CC1=C(C=CC=C1)OC)OC 4-allyl-2-methoxy-1-((2-methoxylphenyl-vinyl)oxy)benzene